3-(6-amino-1-(4-amino-2,6-difluorobenzyl)-1H-pyrazolo[3,4-d]pyrimidin-4-yl)-2-fluorobenzonitrile NC1=NC(=C2C(=N1)N(N=C2)CC2=C(C=C(C=C2F)N)F)C=2C(=C(C#N)C=CC2)F